(2S,3R)-2-(((2S,3R,4S,5R,6R)-3,5-dihydroxy-6-(hydroxymethyl)-4-(4-(3,4,5-trifluorophenyl)-1H-1,2,3-triazol-1-yl)tetrahydro-2H-pyran-2-yl)thio)-N-ethyl-3-hydroxy-N-methylpentanamide O[C@H]1[C@@H](O[C@@H]([C@@H]([C@@H]1N1N=NC(=C1)C1=CC(=C(C(=C1)F)F)F)O)CO)S[C@H](C(=O)N(C)CC)[C@@H](CC)O